OC1(CCC1)C1=NCN(C=C1)[C@H]1COC2=C(N(C1=O)C)C=CC=C2 4-(1-hydroxycyclobutyl)-N-[(3S)-5-methyl-4-oxo-2,3-dihydro-1,5-benzoxazepine-3-yl]Pyrimidine